pyrrolidine-2-carboxamide formate C(=O)O.N1C(CCC1)C(=O)N